N-(4-(4-amino-1-(6-(4-(dimethoxymethyl)piperidin-1-yl)piperidin-3-yl)-1H-pyrazolo[3,4-d]pyrimidin-3-yl)benzyl)-5-fluoro-2-methoxybenzamide NC1=C2C(=NC=N1)N(N=C2C2=CC=C(CNC(C1=C(C=CC(=C1)F)OC)=O)C=C2)C2CNC(CC2)N2CCC(CC2)C(OC)OC